C(C)(=O)OCNC([C@H](C)NC([C@H](C(C)C)NC(=O)OCC1C2=CC=CC=C2C=2C=CC=CC12)=O)=O [[(2S)-2-[[(2S)-2-(9H-fluoren-9-ylmethoxycarbonyl amino)-3-methyl-butanoyl]amino]propanoyl]amino]methyl acetate